[O-]P([O-])(=O)OP(=O)([O-])OP(=O)([O-])[O-].C[NH+](C)C.C[NH+](C)C.C[NH+](C)C.C[NH+](C)C.C[NH+](C)C trimethylammonium triphosphate